C(C)(C)(C)C1=CC(=NN1)CN(C(=O)C1=CC=2C(=C3C4(NC(NC3=C(C2)Cl)=O)CCCCC4)O1)C N-[(5-tert-butyl-1H-pyrazol-3-yl)methyl]-5'-chloro-N-methyl-7'-oxo-7',8'-dihydro-6'H-spiro[cyclohexane-1,9'-furo[2,3-f]quinazoline]-2'-carboxamide